BrC=1C=CC(=C(C1)S(=O)(=O)N)OC(F)(F)F 5-bromo-2-(trifluoromethoxy)benzene-1-sulfonamide